(1-methylimidazol-4-yl)methanamine CN1C=NC(=C1)CN